OC=1C=CC(=C(C1)C=1C=NC=C(C(=O)NN)C1)SC 5-(5-hydroxy-2-(methylthio)phenyl)nicotinohydrazide